methyl N-benzyl-N-((R)-2-((tert-butoxycarbonyl) amino) butanoyl)-L-alaninate C(C1=CC=CC=C1)N([C@@H](C)C(=O)OC)C([C@@H](CC)NC(=O)OC(C)(C)C)=O